FC1=CC=C(CN2C[C@@H]3[C@H](C2)CC(C3)NC3=CC=CN=N3)C=C1 6-(((3aR,5s,6aS)-2-(4-fluorobenzyl)octahydrocyclopenta[c]pyrrol-5-yl)amino)pyridazin